CC=1C(=NNC1)C#N Methyl-pyrazole-3-carbonitrile